trimethyl([[8-(trifluoromethyl)-1,4-dioxaspiro[4.5]decan-8-yl]oxy])silane C[Si](OC1(CCC2(OCCO2)CC1)C(F)(F)F)(C)C